butyl 2-(2,4-diamino-7H-pyrrolo[2,3-d]pyrimidin-7-yl)acetate NC=1N=C(C2=C(N1)N(C=C2)CC(=O)OCCCC)N